potassium chloride potassium salt [K+].[Cl-].[K+].[Cl-]